2,2-dimethylhexanediol CC(C(O)O)(CCCC)C